Cl.C[C@@H]1N([C@@H](CNC1)C)CC(=O)NC=1C=CC=C2C(=NN(C12)C)N1C(NC(CC1)=O)=O 2-((2S,6R)-2,6-dimethylpiperazin-1-yl)-N-(3-(2,4-dioxotetrahydropyrimidin-1(2H)-yl)-1-methyl-1H-indazol-7-yl)acetamide hydrochloride